4,6-Dichloropyrido[3,4-d]pyrimidine ClC=1C2=C(N=CN1)C=NC(=C2)Cl